2-bromo-1-(4-(propylsulfonyl)piperazin-1-yl)ethan-1-one BrCC(=O)N1CCN(CC1)S(=O)(=O)CCC